C(=CCCCCCCC)O 1-Nonenol